Sulfooxy-5β-Cholanic acid S(=O)(=O)(O)OC(C(=O)O)C[C@@H](C)[C@H]1CC[C@H]2[C@@H]3CC[C@@H]4CCCC[C@]4(C)[C@H]3CC[C@]12C